ClC=1C=CC(=C(C(=O)NCCCCCCCC(=O)O)C1)O.N1CCSCC1 Thiomorpholine 8-(5-chloro-2-hydroxybenzoamido)octanoate